m-phenyleneterephthalamide C1=CC2=CC(=C1)C3=C(C=CC(=C23)C(=O)N)C(=O)N